1-iodo-4-(trifluoro-methyl)benzene IC1=CC=C(C=C1)C(F)(F)F